2-(3-(2-(dimethylamino)ethoxy)phenyl)-N-((2-(2,6-dioxopiperidin-3-yl)-1-oxoisoindolin-5-yl)methyl)-2,2-difluoroacetamide CN(CCOC=1C=C(C=CC1)C(C(=O)NCC=1C=C2CN(C(C2=CC1)=O)C1C(NC(CC1)=O)=O)(F)F)C